N1CC(C1)CS(=O)(=O)OC1=NC=C(C(=C1)C)OC(F)(F)F 1-(4-methyl-5-(trifluoromethoxy) pyridin-2-yl) azetidin-3-ylmethanesulfonate